NC1=C(C=C(C=N1)N1C[C@@H](N(CC1)C(=O)OC(C)(C)C)C)C Tert-butyl (S)-4-(6-amino-5-methylpyridin-3-yl)-2-methylpiperazine-1-carboxylate